N-[5-[4-[(3-methoxy-1-methyl-azetidin-3-yl)methoxy]-2-methyl-pyrazol-3-yl]pyrazolo[1,5-a]pyridin-2-yl]cyclopropanecarboxamide COC1(CN(C1)C)COC1=C(N(N=C1)C)C1=CC=2N(C=C1)N=C(C2)NC(=O)C2CC2